C1CC2=CC=CC=C2[C@@H]1N (R)-(-)-1-aminoindane